(S)-3-chloro-1-(furan-2-yl)propan-1-ol ClCC[C@H](O)C=1OC=CC1